FC([C@@H](NC1=C(C=C(C=C1)F)S(=O)(=O)C)C=1C=C(C=C2C(N(C(=NC12)C1CCOCC1)C)=O)C)F (S)-8-(2,2-difluoro-1-((4-fluoro-2-(methylsulfonyl)phenyl)amino)ethyl)-3,6-dimethyl-2-(tetrahydro-2H-pyran-4-yl)quinazolin-4(3H)-one